methyl-cyclohexane-1-carboxylic acid sulfosuccinimidyl ester sodium salt [Na+].S(=O)(=O)([O-])C1C(=O)N(C(C1)=O)OC(=O)C1(CCCCC1)C